4,6-dichloro-1-cyclopentyl-1H-pyrazolo[3,4-d]pyrimidine ClC1=C2C(=NC(=N1)Cl)N(N=C2)C2CCCC2